2-(4-isopropoxyphenyl)-4,6-dimethylpyrimidine-5-carboxylic acid C(C)(C)OC1=CC=C(C=C1)C1=NC(=C(C(=N1)C)C(=O)O)C